C(C)(C)(C)OC(=O)N[C@H](C(=O)O)COC1=C(C=CC=C1)[N+](=O)[O-] (S)-2-((tert-Butoxycarbonyl)amino)-3-(2-nitrophenoxy)propanoic acid